hexaanimine chloride [Cl-].C(CCCCC)=N